N-(3-cyano-4-fluorophenyl)-1,3,5-trimethyl-4-(2-oxo-2-(prop-2-yn-1-ylamino)acetyl)-1H-pyrrole-2-carboxamide C(#N)C=1C=C(C=CC1F)NC(=O)C=1N(C(=C(C1C)C(C(NCC#C)=O)=O)C)C